[Sn]=O.[Cu] copper-tin-oxide